(Z)-1-(4-amino-2-fluorobut-2-en-1-yl)-4-(5-(N,N-diethylsulfamoyl)-2-methoxyphenyl)-N-methoxy-N-methyl-1H-benzo[d][1,2,3]triazol-6-carboxamide Hydrochloride Cl.NC\C=C(\CN1N=NC2=C1C=C(C=C2C2=C(C=CC(=C2)S(N(CC)CC)(=O)=O)OC)C(=O)N(C)OC)/F